β-methacryloxyethyl-2-methyl-2-propyloxazolidine C(C(=C)C)(=O)OCCN1C(OCC1)(CCC)C